FC1=CC=C(C=C1)N1C(=C(C2=CC(=CC=C12)O)C(C#N)C)C 2-[1-(4-fluorophenyl)-5-hydroxy-2-methyl-indol-3-yl]Propionitrile